2-(3-((2-methoxy-4-(methylsulfonyl)phenyl)amino)prop-1-yn-1-yl)-N-(1-methylpiperidin-4-yl)-3-(2,2,2-trifluoroethyl)thieno[3,2-b]pyridin-7-amine COC1=C(C=CC(=C1)S(=O)(=O)C)NCC#CC1=C(C2=NC=CC(=C2S1)NC1CCN(CC1)C)CC(F)(F)F